COCC1(CNCCO1)C 2-(methoxymethyl)-2-methylmorpholine